C(C)(C)(C)OC(NC1CCN(CC1)C=1C=2N(C=C(C1)Br)N=CC2C#N)=O (1-(6-bromo-3-cyanopyrazolo[1,5-a]pyridin-4-yl)piperidin-4-yl)carbamic acid tert-butyl ester